C(C)C=1C=2N(C=C(N1)C)N=C(C2)C=2N=C1N(C(C2)=O)C=C(C=C1C)N1C[C@H](NCC1)C 2-(4-ethyl-6-methylpyrazolo[1,5-a]pyrazin-2-yl)-9-methyl-7-[(3R)-3-methylpiperazin-1-yl]-4H-pyrido[1,2-a]pyrimidin-4-one